3-[3-Methyl-2-oxo-4-(4-oxo-1-piperidinyl)benzimidazol-1-yl]piperidine-2,6-dione CN1C(N(C2=C1C(=CC=C2)N2CCC(CC2)=O)C2C(NC(CC2)=O)=O)=O